OCCCN1C=CC(C2=CC=C(N=C12)B1OC(C(O1)(C)C)(C)C)=O 1-(3-hydroxypropyl)-7-(4,4,5,5-tetramethyl-1,3,2-dioxaborolan-2-yl)-1,8-naphthyridin-4(1H)-one